C(CCCCCCCC)(=O)C([C@H](O)[C@@H](OC(CCCCCCCC)=O)[C@H](O)CO)O 1,3-O-dinonanoyl-xylitol